4-((3-(7-(((3R,4R)-3-fluoro-1-methylpiperidin-4-yl)amino)-3-(2,2,2-trifluoroethyl)benzo[b]thiophen-2-yl)prop-2-yn-1-yl)amino)benzenesulfonamide F[C@@H]1CN(CC[C@H]1NC1=CC=CC2=C1SC(=C2CC(F)(F)F)C#CCNC2=CC=C(C=C2)S(=O)(=O)N)C